7,7'-((4-(3,3-dimethylthioureido)butyl)azanediyl)bis(N-hexyl-N-octylheptane-1-sulfonamide) CN(C(NCCCCN(CCCCCCCS(=O)(=O)N(CCCCCC)CCCCCCCC)CCCCCCCS(=O)(=O)N(CCCCCCCC)CCCCCC)=S)C